N-(2-(difluoromethoxy)-6-methylpyridin-3-yl)-1-(3-(N-hydroxyacetamido)propionyl)-3-(2-isopropylphenyl)azetidine-3-carboxamide FC(OC1=NC(=CC=C1NC(=O)C1(CN(C1)C(CCN(C(C)=O)O)=O)C1=C(C=CC=C1)C(C)C)C)F